F[C@@H]1CN(CC[C@@H]1OC)C1=NC=CC(=N1)NC=1N=CC2=C(C=CC=C2C1)N1[C@@H]([C@H](C1)CS(=O)(=O)C)C N-{2-[(3R,4S)-3-fluoro-4-methoxypiperidin-1-yl]pyrimidin-4-yl}-8-[(2R,3S)-3-(methanesulfonylmeth-yl)-2-methylazetidin-1-yl]isoquinolin-3-amine